4-[(E,3E)-3-(3-tert-butyl-2-ethyl-benzofuran-5-yl)-3-hydroxyimino-prop-1-enyl]-3-fluoro-benzoic acid C(C)(C)(C)C1=C(OC2=C1C=C(C=C2)/C(/C=C/C2=C(C=C(C(=O)O)C=C2)F)=N/O)CC